1-(3-ethoxy-4-hydroxybenzyl)-N-(3'-fluoro-[1,1'-biphenyl]-3-yl)piperidine-4-carboxamide C(C)OC=1C=C(CN2CCC(CC2)C(=O)NC=2C=C(C=CC2)C2=CC(=CC=C2)F)C=CC1O